(2Z)-5-cyclopropyl-4-oxopent-2-enoic acid methyl ester COC(\C=C/C(CC1CC1)=O)=O